7-((6-(4-((Dimethylamino)methyl)piperidin-1-yl)-5-methylpyridin-3-yl)methyl)-N2-(pentan-2-yl)imidazo[2,1-f][1,2,4]triazin-2,4-diamin CN(C)CC1CCN(CC1)C1=C(C=C(C=N1)CC1=CN=C2C(=NC(=NN21)NC(C)CCC)N)C